CC1=CC(=CS1)CC#N (5-methylthiophen-3-yl)acetonitrile